N-[4-[2-oxo-6-[3-(trifluoromethyl)morpholin-4-yl]-1H-pyridin-4-yl]-2-pyridinyl]acetamide O=C1NC(=CC(=C1)C1=CC(=NC=C1)NC(C)=O)N1C(COCC1)C(F)(F)F